C1(CC1)CNCC1=NC=C(C=C1)C#C[Si](C)(C)C 1-cyclopropyl-N-((5-((trimethylsilyl)ethynyl)pyridin-2-yl)methyl)methylamine